8-[(2-amino-3-fluoropyridin-4-yl)methyl]-5-(2-fluoro-4-iodoanilino)imidazo[1,5-a]Pyridine-6-Carboxylic acid trifluoroacetate salt FC(C(=O)O)(F)F.NC1=NC=CC(=C1F)CC=1C=2N(C(=C(C1)C(=O)O)NC1=C(C=C(C=C1)I)F)C=NC2